C12=CC=CC=C2CC1 Bicyclo[4.2.0]octa-1,3,5-triene